N-(4-aminopyridin-2-yl)-N-methylacetamide NC1=CC(=NC=C1)N(C(C)=O)C